N-(3-(N-(4-bromophenyl)sulfamoyl)phenyl)-4-(methylsulfinyl)benzamide BrC1=CC=C(C=C1)NS(=O)(=O)C=1C=C(C=CC1)NC(C1=CC=C(C=C1)S(=O)C)=O